Tetrakis[3-(3,5-di-tert-butyl-4-hydroxyphenyl)propynyloxymethyl]methan C(C)(C)(C)C=1C=C(C=C(C1O)C(C)(C)C)CC#COCC(COC#CCC1=CC(=C(C(=C1)C(C)(C)C)O)C(C)(C)C)(COC#CCC1=CC(=C(C(=C1)C(C)(C)C)O)C(C)(C)C)COC#CCC1=CC(=C(C(=C1)C(C)(C)C)O)C(C)(C)C